FC(C(=O)O)(F)F.ClC1=NSC(=N1)C1=NN=C2N1CCN[C@@H]2C 3-chloro-5-[(8R)-8-methyl-5,6,7,8-tetrahydro-[1,2,4]triazolo[4,3-a]pyrazin-3-yl]-1,2,4-thiadiazole trifluoroacetate salt